O1NCC=CCC1 2,3,6,7-tetrahydro-1,2-oxazepin